Biphenyl-4-yl-(9,9-dimethyl-9H-fluoren-4-yl)-(4-fluoranthen-3-yl-phenyl)-amine C1(=CC=C(C=C1)N(C1=CC=C(C=C1)C=1C=CC=2C3=CC=CC=C3C3=CC=CC1C23)C2=CC=CC=3C(C1=CC=CC=C1C23)(C)C)C2=CC=CC=C2